COC1=C(C(=O)C2=C(C(=O)OC)C=C(C=C2)C)C=CC(=C1)C methyl 2-(2-methoxy-4-methylbenzoyl)-5-methylbenzoate